4-[(4,5-dihydro-3-methoxy-4-methyl-5-oxo-1H-1,2,4-triazol-1-yl)carbonyl-sulfamoyl]-5-methylthiophene-3-carboxylic acid COC1=NN(C(N1C)=O)C(=O)NS(=O)(=O)C=1C(=CSC1C)C(=O)O